sodium dodecafluorohexanesulfonate FC(C(C(C(C(C(S(=O)(=O)[O-])(F)F)(F)F)(F)F)(F)F)(F)F)F.[Na+]